(1S)-4,6,6-trimethyl-bicyclo[3.1.1]hept-3-en-2-one CC1=CC([C@@H]2C(C1C2)(C)C)=O